8-(2-((3-(4-methylpiperazin-1-yl)phenyl)amino)-7H-pyrrolo[2,3-d]pyrimidin-5-yl)-3,4-dihydrobenzo[f][1,4]oxazepin-5(2H)-one CN1CCN(CC1)C=1C=C(C=CC1)NC=1N=CC2=C(N1)NC=C2C2=CC1=C(C(NCCO1)=O)C=C2